OC=1C=C(C=C(C1C=1N=NC(=CC1)N(C1CC(NC(C1)(C)C)(C)C)C)OC(F)(F)F)C1=CC(N(C=C1)C)=O 4-(3-hydroxy-4-(6-(methyl(2,2,6,6-tetramethylpiperidin-4-yl)amino)pyridazin-3-yl)-5-(trifluoromethoxy)phenyl)-1-methylpyridin-2(1H)-one